S1N=CN=C1 1-thia-2,4-diazole